N-((4-(5-amino-4-cyano-1-isopropyl-1H-pyrazol-3-yl)-1H-indol-7-yl)methyl)-5-fluoro-2-(trifluoromethoxy)benzamide NC1=C(C(=NN1C(C)C)C1=C2C=CNC2=C(C=C1)CNC(C1=C(C=CC(=C1)F)OC(F)(F)F)=O)C#N